S1C=CC=2CN(CCC21)CC(CN2C(C1=CC(=CC=C1CC2)NC2=CN=NC=C2)=O)O 2-(3-(6,7-Dihydrothieno[3,2-c]pyridin-5(4H)-yl)-2-hydroxypropyl)-7-(pyridazin-4-ylamino)-3,4-Dihydroisoquinolin-1(2H)-one